1-(cyclopropylamino)-3-((S)-2-((E)-3-(2,4-dichlorophenyl)acrylamido)-4,4-dimethylpentanamido)-1-oxo-4-((S)-2-oxopyrrolidin-3-yl)butan-2-yl acetate C(C)(=O)OC(C(=O)NC1CC1)C(C[C@H]1C(NCC1)=O)NC([C@H](CC(C)(C)C)NC(\C=C\C1=C(C=C(C=C1)Cl)Cl)=O)=O